The molecule is an L-proline derivative that is the amide obtained by formal condensation of the carboxy group of 5-oxo-L-proline with the amino group of 2-naphthylamine. It has a role as a chromogenic compound. It is a N-(2-naphthyl)carboxamide, a L-proline derivative and an amino acid amide. C1CC(=O)N[C@@H]1C(=O)NC2=CC3=CC=CC=C3C=C2